N-(2-sulfamoylethyl)-4-(8,9,10,11-tetrahydro-3H-pyrazolo[4,3-a]phenanthridin-7-yl)benzamide S(N)(=O)(=O)CCNC(C1=CC=C(C=C1)C1=NC2=CC=C3C(=C2C=2CCCCC12)C=NN3)=O